2-(5-bromo-2-nitrophenyl)acetyl Chloride BrC=1C=CC(=C(C1)CC(=O)Cl)[N+](=O)[O-]